(R)-5-(tert-butyl)-8-hydroxy-3-isopropyl-2-methyl-7-(methylthio)-2,3,4,5-tetrahydrobenzo[f][1,2,5]thiadiazepine 1,1-dioxide C(C)(C)(C)N1C[C@H](N(S(C2=C1C=C(C(=C2)O)SC)(=O)=O)C)C(C)C